Aminopyridyloxypyrazole NC=1C(=NNC1)OC1=NC=CC=C1